N1(CCCCC1)C(=O)C=1C=NN2C1C=CC=C2C=2C=NC=C(C(=O)NC1=CN=NC=C1)C2 5-(3-(piperidine-1-carbonyl)pyrazolo[1,5-a]pyridin-7-yl)-N-(pyridazin-4-yl)nicotinamide